2-(2-furoyl)quinoline-2-carboxaldehyde O1C(=CC=C1)C(=O)C1(NC2=CC=CC=C2C=C1)C=O